7-[4-(4-Chlorophenyl)-5-(2,2-difluoropropyl)-6-oxo-1,4,5,6-tetrahydropyrrolo[3,4-c]pyrazol-3-yl]-1,3-benzoxazol-2(3H)-one ClC1=CC=C(C=C1)C1N(C(C=2NN=C(C21)C2=CC=CC=1NC(OC12)=O)=O)CC(C)(F)F